C(=O)(O)N[C@@H](CC1=CNC2=CC=CC=C12)C(=O)O carboxytryptophane